2-chloro-7,7-dimethyl-7,8-dihydroquinolin-5(6H)-one ClC1=NC=2CC(CC(C2C=C1)=O)(C)C